ONC1=NC(N([C@H]2[C@H](O)[C@H](O)[C@@H](CO)O2)C=C1)=O d-N(4)-Hydroxycytidine